CN(CCN(C1=C(C=C(C(=C1)OC)NC=1N=CC2=C(N(C(N(C2)C2=CC=CC=C2)=O)C)N1)NC(C=C)=O)C)C N-(2-((2-(dimethylamino)ethyl)(methyl)amino)-4-methoxy-5-((8-methyl-7-oxo-6-phenyl-5,6,7,8-tetrahydropyrimido[4,5-d]pyrimidin-2-yl)amino)phenyl)acrylamide